COC1=C(C=CC(=C1)OC)CNC(=O)C1=CC2=C(C(=N1)C=1N=C(SC1CO)C1=CC(=NN1CCCOC1OCCCC1)C)C=NN2C N-[(2,4-dimethoxyphenyl)methyl]-4-[5-(hydroxymethyl)-2-(3-methyl-1-{3-[(oxan-2-yl)oxy]propyl}-1H-pyrazol-5-yl)-1,3-thiazol-4-yl]-1-methyl-1H-pyrazolo[4,3-c]pyridine-6-carboxamide